tert-butyl 3-(5-methyl-6-nitro-indazol-1-yl)azetidine-1-carboxylate CC=1C=C2C=NN(C2=CC1[N+](=O)[O-])C1CN(C1)C(=O)OC(C)(C)C